C(C=C)(=O)N1CC2=CC=C(C=C2CC1)C1=C2C(=C(NC2=C(C=C1F)C(=O)N)C)C 4-(2-acryloyl-1,2,3,4-tetrahydroisoquinolin-6-yl)-5-fluoro-2,3-dimethyl-1H-indole-7-carboxamide